FC1(CCN(C1)C(CN)=O)F (S)-4,4-difluoro-1-glycylpyrrolidine